FC(OC1=CC2=C(N=C(O2)C=2C(=C(C=CC2)C2=C(C(=CC=C2)C=2OC3=C(N2)C=C(C(=C3)OC(F)F)CN3[C@@H](CC3)CC)C)C)C=C1CN1[C@@H](CCC1)C(=O)O)F ((6-(difluoromethoxy)-2-(3'-(6-(difluoromethoxy)-5-(((R)-2-ethylazetidin-1-yl)methyl)benzo[d]oxazol-2-yl)-2,2'-dimethyl-[1,1'-biphenyl]-3-yl)benzo[d]oxazol-5-yl)methyl)-L-proline